5-cyclobutylsulfanyl-1-tetrahydropyran-2-yl-pyrazolo[3,4-b]pyridine C1(CCC1)SC=1C=C2C(=NC1)N(N=C2)C2OCCCC2